CC1=NN(C(=N1)C)C1=C(C=C(C(=N1)N1CCN(CC1)C(=O)N1N=CC[C@H]1C=1C=C(C#N)C=C(C1)F)F)F (S)-3-(1-(4-(6-(3,5-dimethyl-1H-1,2,4-triazol-1-yl)-3,5-difluoropyridin-2-yl)piperazine-1-carbonyl)-4,5-dihydro-1H-pyrazol-5-yl)-5-fluorobenzonitrile